C1C(C\C=C/C\C=C/C\C=C/C\C=C/C\C=C/CCCCC(=O)O)O1 epoxy-docosa-4Z,7Z,10Z,13Z,16Z-pentaenoic acid